2,5-di-O-benzyl-beta-D-ribofuranose C(C1=CC=CC=C1)O[C@H]1[C@H](O)O[C@@H]([C@H]1O)COCC1=CC=CC=C1